1,2-bis[(3-ethyl-3-oxetylmethoxy)methyl]ethane C(C)C1(COC1)COCCCCOCC1(COC1)CC